(S)-N-(4-chlorobenzyl)-N-((1R,3S)-3-cyanocyclopentyl)-1-((R)-N,4-dimethylphenylsulfonimidoyl)pyrrolidine-2-carboxamide ClC1=CC=C(CN(C(=O)[C@H]2N(CCC2)[S@](=O)(=NC)C2=CC=C(C=C2)C)[C@H]2C[C@H](CC2)C#N)C=C1